N-(5-(1-(4-(cyanomethyl)-1-(4-(trifluoromethoxy)benzoyl)piperidin-4-yl)-1H-pyrazol-4-yl)-[1,2,4]triazolo[1,5-a]pyridin-2-yl)cyclopropylcarboxamide C(#N)CC1(CCN(CC1)C(C1=CC=C(C=C1)OC(F)(F)F)=O)N1N=CC(=C1)C1=CC=CC=2N1N=C(N2)NC(=O)C2CC2